FC(C1=CC(=C(N=N1)C)NC(OC(C)(C)C)=O)F tert-butyl (6-(difluoromethyl)-3-methylpyridazin-4-yl)carbamate